3-bromo-1-[4-(4-fluorophenyl)piperazin-1-yl]Propan-1-one (E)-ETHYL-3-(5-(BENZYLTHIO)-2-((4-BROMO-2-METHOXY-5-METHYLPHENYL)AMINO)PHENYL)ACRYLATE C(C)OC(\C=C\C1=C(C=CC(=C1)SCC1=CC=CC=C1)NC1=C(C=C(C(=C1)C)Br)OC)=O.BrCCC(=O)N1CCN(CC1)C1=CC=C(C=C1)F